O[C@H]1CN(CC[C@@H]1COS(=O)(=O)C1=CC=C(C)C=C1)C(=O)OC(C)(C)C |r| rac-tert-butyl (3R,4R)-3-hydroxy-4-((tosyloxy)methyl)-piperidine-1-carboxylate